5-chloro-N-(2-fluorophenyl)-2-(1H-imidazol-1-yl)pyrimidine-4-carboxamid ClC=1C(=NC(=NC1)N1C=NC=C1)C(=O)NC1=C(C=CC=C1)F